2-((8-((4-cyano-2-fluorobenzyl)oxy)-3,4-dihydroisoquinolin-2(1H)-yl)methyl)-1-((oxetan-2-yl)methyl)-1H-benzo[d]imidazole-6-carboxylic acid methyl ester COC(=O)C=1C=CC2=C(N(C(=N2)CN2CC3=C(C=CC=C3CC2)OCC2=C(C=C(C=C2)C#N)F)CC2OCC2)C1